undecasilane [SiH3][SiH2][SiH2][SiH2][SiH2][SiH2][SiH2][SiH2][SiH2][SiH2][SiH3]